C(#N)C1=CC=C(C=C1)C1=C(C(=O)N)C=CC=C1 (4-cyanophenyl)benzamide